C(CCCCCCCCCCCCCCCCCCCCCCCCCCCCCCCC)(=O)[O-] psyllate